N-(3-(2-methoxypyridin-4-yl)phenyl)-N-((3-(3-(tetrahydro-2H-pyran-4-yl)-1,2,4-oxadiazol-5-yl)bicyclo[1.1.1]pentan-1-yl)methyl)cyclohexanecarboxamide COC1=NC=CC(=C1)C=1C=C(C=CC1)N(C(=O)C1CCCCC1)CC12CC(C1)(C2)C2=NC(=NO2)C2CCOCC2